diphenylmethylene(cyclopentadienyl)(2-(dibenzylamino)-7-t-butyl-9-fluorenyl)zirconium dichloride [Cl-].[Cl-].C1(=CC=CC=C1)C(C1=CC=CC=C1)=[Zr+2](C1C2=CC(=CC=C2C=2C=CC(=CC12)N(CC1=CC=CC=C1)CC1=CC=CC=C1)C(C)(C)C)C1C=CC=C1